5-fluoro-2-(4-(3-(8-fluoro-5-methyl-1-oxo-1,2-dihydroisoquinolin-3-yl)propionyl)piperazin-1-yl)benzonitrile FC=1C=CC(=C(C#N)C1)N1CCN(CC1)C(CCC=1NC(C2=C(C=CC(=C2C1)C)F)=O)=O